FC1=C(C(=CC2=CC=C(C=C12)C=1CN(CC1)S(=O)(=O)CCCO)O)N1CC(NS1(=O)=O)=O 5-{1-fluoro-3-hydroxy-7-[1-(3-hydroxypropane-1-sulfonyl)-2,5-dihydro-1H-pyrrol-3-yl]naphthalen-2-yl}-1λ6,2,5-thiadiazolidine-1,1,3-trione